tert-butyl 2-(5-fluoro-2-(4-(piperidin-1-yl)-3-(1-((tetrahydro-2H-pyran-3-yl)methyl)-1H-indazole-3-carboxamido) benzamido) phenyl)acetate FC=1C=CC(=C(C1)CC(=O)OC(C)(C)C)NC(C1=CC(=C(C=C1)N1CCCCC1)NC(=O)C1=NN(C2=CC=CC=C12)CC1COCCC1)=O